C(C1=CC=CC=C1)SC1=CC(=C(C#N)C=C1)C(F)(F)F 4-(benzylthio)-2-(trifluoromethyl)benzonitrile